OC1CCCC1 (1S,2R,3S)-3-hydroxycyclopentane